tert-butyl 2-(6-formyl-7-fluoroquinazolin-1-yl)-2,7-diazaspiro[3.5]nonane-7-carboxylate C(=O)C=1C=C2C=NCN(C2=CC1F)N1CC2(C1)CCN(CC2)C(=O)OC(C)(C)C